amino-1-ethyl-1H-indole-2-carboxylic acid ethyl ester C(C)OC(=O)C=1N(C2=CC=CC=C2C1N)CC